C(C)(C)(C)OC(=O)N1CCN(CC1)C1=NC(=CC=C1)OCC1=C(C=C(C=C1)C#N)F 4-(6-(4-cyano-2-fluorobenzyloxy)pyridin-2-yl)piperazine-1-carboxylic acid tert-butyl ester